C(C)C1=NC(=NC=C1C=1C=C(C=2N(C1)C=CN2)C)N2CCC(CC2)N2CC1(C2)OCCNC1 2-[1-[4-ethyl-5-(8-methylimidazo[1,2-a]pyridin-6-yl)pyrimidin-2-yl]-4-piperidyl]-5-oxa-2,8-diazaspiro[3.5]nonane